FC=1C=C(C=CC1C)[C@]1(CN(CC1)C(=O)NC1=CC(=NC=C1C(=O)NC)C)C1=NC=NS1 (R)-4-(3-(3-fluoro-4-methylphenyl)-3-(1,2,4-thiadiazol-5-yl)pyrrolidine-1-carboxamido)-N,6-dimethylnicotinamide